5-[4-(4-methylpiperazin-1-yl)phenyl]-3-(pyrimidin-5-yl)pyrrolo[2,3-b]pyridine CN1CCN(CC1)C1=CC=C(C=C1)C=1C=C2C(=NC1)NC=C2C=2C=NC=NC2